(dibutylamino)methylsilane C(CCC)N(CCCC)C[SiH3]